C(C)C1OC(CC(C1(C)C)=C)CCC 2-Ethyl-3,3-dimethyl-4-methylene-6-propyltetrahydro-2H-pyran